C(CCCCC(=O)OC(CCCCCCCCC)CCCCCC)(=O)OC(CCCCCCCCC)CCCCCC di(hexyldecyl) adipate